CNCC1N(CCCC1)C N-methyl-1-(1-methyl-2-piperidinyl)methylamine